4-(tetrahydro-2H-pyran-2-yloxy)benzoic acid O1C(CCCC1)OC1=CC=C(C(=O)O)C=C1